methyl 4-[1-(benzenesulfonyl)-6-bromo-5-(4-fluorophenyl)pyrrolo[2,3-f]indazol-7-yl]benzoate C1(=CC=CC=C1)S(=O)(=O)N1N=CC2=CC3=C(C=C12)C(=C(N3C3=CC=C(C=C3)F)Br)C3=CC=C(C(=O)OC)C=C3